N-{[(3aR,4R,6R,6aS)-6-{5-bromopyrrolo[2,3-d]pyrimidin-7-yl}-2,2-dimethyl-tetrahydro-3aH-cyclopenta[d][1,3]dioxol-4-yl]methyl}carbamate BrC1=CN(C=2N=CN=CC21)[C@@H]2C[C@@H]([C@@H]1[C@H]2OC(O1)(C)C)CNC([O-])=O